6-N-[(1-aminocyclopropyl)methyl]-4-N-(2,5-difluorophenyl)-1-methylpyrazolo[3,4-d]pyrimidine-4,6-diamine NC1(CC1)CNC1=NC(=C2C(=N1)N(N=C2)C)NC2=C(C=CC(=C2)F)F